tert-butyl 4-[3-(2,6-dioxo-3-piperidyl)-1,2-benzoxazol-7-yl]piperidine-1-carboxylate O=C1NC(CCC1C1=NOC2=C1C=CC=C2C2CCN(CC2)C(=O)OC(C)(C)C)=O